1,6-bis(acryloyloxy)octafluorohexane C(C=C)(=O)OC(C(C(C(CCOC(C=C)=O)(F)F)(F)F)(F)F)(F)F